The molecule is an organic heterotricyclic compound that is 1,3,4,6,7,8-hexahydrocyclopenta[g]isochromene substituted by methyl groups at positions 4, 6, 6, 7, 8 and 8 respectively. It is a synthetic musk used as a fragrance in cosmetics. It has a role as a fragrance. It is a member of isochromenes and an organic heterotricyclic compound. CC1COCC2=CC3=C(C=C12)C(C(C3(C)C)C)(C)C